Tert-butyl ((R)-2-(4-((S)-4-acryloyl-3-(cyanomethyl)piperazin-1-yl)-7-(naphthalen-1-yl)-5,6,7,8-tetrahydro-1,7-naphthyridine-2-carboxamido)propyl)carbamate C(C=C)(=O)N1[C@H](CN(CC1)C1=CC(=NC=2CN(CCC12)C1=CC=CC2=CC=CC=C12)C(=O)N[C@@H](CNC(OC(C)(C)C)=O)C)CC#N